2-methyl-5,7-diphenyl-(1,2,4)triazolo(1,5-a)pyrimidine CC1=NN2C(N=C(C=C2C2=CC=CC=C2)C2=CC=CC=C2)=N1